C[C@]12CC3(CC(C[C@@](C1)(C3)C)C2)NCCCCCCCNC2=C3C(N(C(=NC3=CC=C2)C)C2C(NC(CC2)=O)=O)=O |r| 3-(5-((7-(((1SR,3RS,5SR,7r)-3,5-dimethyladamantan-1-yl)amino)heptyl)amino)-2-methyl-4-Oxoquinazolin-3(4H)-yl)piperidine-2,6-dione